5-bromo-1-(2-methoxyethyl)indazole BrC=1C=C2C=NN(C2=CC1)CCOC